5-[6-(benzyloxy)-4-bromo-2-fluoro-3-(prop-2-en-1-yl)phenyl]-1λ6,2,5-thiadiazolidine-1,1,3-trione C(C1=CC=CC=C1)OC1=CC(=C(C(=C1N1CC(NS1(=O)=O)=O)F)CC=C)Br